cyclopentadienyl-(fluorene) iron(III) hexafluorophosphate F[P-](F)(F)(F)(F)F.[Fe+3].C1(C=CC=C1)C1=CC=CC=2C3=CC=CC=C3CC12.F[P-](F)(F)(F)(F)F.F[P-](F)(F)(F)(F)F